BrC=1NC2=CC(=CC=C2C1C)C=1C=CC(=NC1)N1CCN(CC1)C(=O)OC(C)(C)C tert-butyl 4-(5-(2-bromo-3-methyl-1H-indol-6-yl)pyridin-2-yl)piperazine-1-carboxylate